C(C=C)N1N(C2=NC(=NC=C2C1=O)NC1=CC2=C(N(C(=N2)C)C)C=C1)C1=NC(=CC=C1)C(C)(C)O 2-allyl-6-((1,2-dimethyl-1H-benzo[d]imidazol-5-yl)amino)-1-(6-(2-hydroxypropan-2-yl)pyridin-2-yl)-1,2-dihydro-3H-pyrazolo[3,4-d]pyrimidin-3-one